CHLORO-5-METHYLPYRIDINE-3-CARBALDEHYDE ClC1=NC=C(C=C1C=O)C